benzotriazol sodium salt [Na].N1N=NC2=C1C=CC=C2